Cl.COC=1C=C(CN2C(N3C(CC2)CNCC3)=O)C=CC1 7-(3-methoxybenzyl)octahydro-6H-pyrazino[1,2-c]pyrimidin-6-one hydrochloride